[2-(methylamino)-1,3-benzoxazol-5-yl]methanol CNC=1OC2=C(N1)C=C(C=C2)CO